C(C)OC(=O)C1=C(OC2=C1C=C(C=C2)OC(COC)C2=CC=CC=C2)C 5-(2-methoxy-1-phenylethoxy)-2-methylbenzofuran-3-carboxylic acid ethyl ester